4-iodo-1-(tetrahydropyran-2-yl)-1H-pyrazole IC=1C=NN(C1)C1OCCCC1